biphenyl ditellurium [Te].[Te].C1(=CC=CC=C1)C1=CC=CC=C1